2-(4-((4-(2-(2-aminopyridin-3-yl)-5-(pyridin-3-yl)-3H-imidazo[4,5-b]pyridin-3-yl)benzyl)carbamoyl)phenyl)acetic acid NC1=NC=CC=C1C1=NC=2C(=NC(=CC2)C=2C=NC=CC2)N1C1=CC=C(CNC(=O)C2=CC=C(C=C2)CC(=O)O)C=C1